6-(difluoromethyl)-1H-indole-3-sulfonyl chloride FC(C1=CC=C2C(=CNC2=C1)S(=O)(=O)Cl)F